OC(C)(C)[C@H]1CN(CC1)C1=CC(=NC=N1)N1N=CC2=CC=C(C=C12)OC1CCC2=CC(=CC=C12)C#N 1-((1-(6-((R)-3-(2-hydroxypropan-2-yl)pyrrolidin-1-yl)pyrimidin-4-yl)-1H-indazol-6-yl)oxy)-2,3-dihydro-1H-indene-5-carbonitrile